NCCCCN1C(=C(C2=CC=C(C(=C12)C=1C(=NN(C1C)C)C)Cl)CCCOC1=CC=CC2=CC=CC=C12)C(=O)OC(C)(C)C tert-butyl 1-(4-aminobutyl)-6-chloro-3-(3-(naphthalen-1-yloxy)propyl)-7-(1,3,5-trimethyl-1H-pyrazol-4-yl)-1H-indole-2-carboxylate